2-(2-fluoro-3-(pyridin-4-ylamino)phenyl)-5-(pyridin-4-ylamino)isoindolin-1-one FC1=C(C=CC=C1NC1=CC=NC=C1)N1C(C2=CC=C(C=C2C1)NC1=CC=NC=C1)=O